2-(prop-1-en-2-yl)-1,3,2-dioxaborolan C=C(C)B1OCCO1